4-(2-Chloro-8-((5-chloro-6-methyl-1H-indazol-4-yl)oxy)-3-cyanoquinolin-4-yl)piperazine-1-carboxylic acid tert-butyl ester C(C)(C)(C)OC(=O)N1CCN(CC1)C1=C(C(=NC2=C(C=CC=C12)OC1=C2C=NNC2=CC(=C1Cl)C)Cl)C#N